6-chloro-N-[5-chloro-1-(2,2-difluoroethyl)-1H-pyrazol-4-yl]-7-[1-(oxetan-3-yl)piperidin-4-yl]quinazolin-2-amine ClC=1C=C2C=NC(=NC2=CC1C1CCN(CC1)C1COC1)NC=1C=NN(C1Cl)CC(F)F